Prop-2-enamide C(C=C)(=O)N